1-(1-methyl-1H-pyrazol-5-yl)-N-{[(3R,5aS,6R,8aS,9R,10S,12R,12aR)-3,6,9-trimethyldecahydro-12H-3,12-epoxypyrano[4,3-j][1,2]benzodioxepin-10-yl]methyl}methanamine CN1N=CC=C1CNC[C@@H]1[C@@H]([C@@H]2CC[C@H]([C@@H]3CC[C@]4(OO[C@]32[C@H](O1)O4)C)C)C